2-(3-chloro-4-((3-(4-methoxy-3-(pentyloxy)phenyl)-2-oxotetrahydropyrimidin-1(2H)-yl)methyl)-1H-pyrrolo[2,3-b]pyridin-1-yl)-N-(9H-purin-6-yl)propenamide ClC1=CN(C2=NC=CC(=C21)CN2C(N(CCC2)C2=CC(=C(C=C2)OC)OCCCCC)=O)C(C(=O)NC2=C1N=CNC1=NC=N2)=C